1-heptyl-4-methylpiperidinium methanesulfonate CS(=O)(=O)[O-].C(CCCCCC)[NH+]1CCC(CC1)C